6-(cyclopropanecarboxamido)-4-((3-(2-cyclopropyl-5-methyl-2H-1,2,3-triazol-4-yl)-2-methoxyphenyl)amino)-N-(methyl-d3)pyridazine-3-carboxamide C1(CC1)C(=O)NC1=CC(=C(N=N1)C(=O)NC([2H])([2H])[2H])NC1=C(C(=CC=C1)C1=NN(N=C1C)C1CC1)OC